tert-butyl (3R)-3-(((3-(2,6-dioxopiperidin-3-yl)-1-methyl-1H-indazol-6-yl)amino)methyl)piperidine-1-carboxylate O=C1NC(CCC1C1=NN(C2=CC(=CC=C12)NC[C@@H]1CN(CCC1)C(=O)OC(C)(C)C)C)=O